tert-butyl (2-(((3-fluoro-5-(trifluoromethyl)pyridin-2-yl)methyl)(pyrimidin-2-ylmethyl)carbamoyl)-6,8-dihydro-1H-furo[3,4-d]pyrrolo[3,2-b]pyridin-5-yl)carbamate FC=1C(=NC=C(C1)C(F)(F)F)CN(C(=O)C1=CC2=NC(=C3C(=C2N1)COC3)NC(OC(C)(C)C)=O)CC3=NC=CC=N3